2,4,10a-triazanaphtho[2,1,8-cde]azulene C1N=C2C3=C4C(=CC=CN13)C=CC=C4N=C2